C1NCC12CCCC2 2-aza-spiro[3.4]octane